6-(3,5-dimethylpyrazol-1-yl)-2-[1-[[5-(trifluoromethyl)-1,3,4-oxadiazol-2-yl]methyl]piperidin-4-yl]pyridazin-3-one CC1=NN(C(=C1)C)C=1C=CC(N(N1)C1CCN(CC1)CC=1OC(=NN1)C(F)(F)F)=O